C(C)C1N(CCCC1)C(=O)OC(C)(C)C Ethyl-1-Boc-piperidine